8-(2-(dimethylamino)ethoxy)-4-phenyl-7-(phenylamino)quinolin-2(1H)-one CN(CCOC=1C(=CC=C2C(=CC(NC12)=O)C1=CC=CC=C1)NC1=CC=CC=C1)C